2-amino-N-[4-[3-(2,6-dimethyl-4-pyridyl)phenyl]thiazol-2-yl]acetamide hydrochloride salt Cl.NCC(=O)NC=1SC=C(N1)C1=CC(=CC=C1)C1=CC(=NC(=C1)C)C